FC1=CC=C(C=C1)S(=O)(=O)N(C1CCC=2N(C3=CC=CC=C3C2C1)CCC(=O)O)C 3-{3-[(4-fluoro-benzenesulfonyl)-methyl-amino]-1,2,3,4-tetrahydro-carbazol-9-yl}-propionic acid